mercapto-silane S[SiH3]